4-tert-butyl-pyrazolo[3,4-d]pyrimidin C(C)(C)(C)C1=C2C(=NC=N1)NN=C2